C1(=CC=CC2=CC=CC=C12)C1=CC=C(C=C1)C1=CC=CC=C1 4-(1-naphthyl)biphenyl